N-[(1S)-5-[2-(2-aminopyridin-3-yl)-7-(difluoromethoxy)-5-(pyrazol-1-yl)imidazo[4,5-b]pyridin-3-yl]-2,3-dihydro-1H-inden-1-yl]-4-(benzyloxy)-3-(1,3-dioxolan-2-yl)benzamide NC1=NC=CC=C1C1=NC=2C(=NC(=CC2OC(F)F)N2N=CC=C2)N1C=1C=C2CC[C@@H](C2=CC1)NC(C1=CC(=C(C=C1)OCC1=CC=CC=C1)C1OCCO1)=O